4-carboxybicyclo[2.2.1]heptan C(=O)(O)C12CCC(CC1)C2